OC1=C(C=CC(=C1)OCOCCOC)C(C)=O 1-(2-hydroxy-4-((2-methoxyethoxy)methoxy)phenyl)ethan-1-one